5-(2-amino-8-fluoro-[1,2,4]triazolo[1,5-a]pyridin-6-yl)-N-tert-butylpyridine-3-sulfonamide NC1=NN2C(C(=CC(=C2)C=2C=C(C=NC2)S(=O)(=O)NC(C)(C)C)F)=N1